NC1=CC(=C2CN(C(C2=C1)=O)CC(C#N)=C)C1=CC=C2C=NN(C2=C1)C 2-{[6-amino-4-(1-methyl-1H-indazol-6-yl)-1-oxo-2,3-dihydro-1H-isoindol-2-yl]methyl}prop-2-enenitrile